N-(cis-4-(2-(4-(2,3-dichlorophenyl)piperazin-1-yl)ethyl)-4-fluorocyclohexyl)methanesulfonamide ClC1=C(C=CC=C1Cl)N1CCN(CC1)CCC1(CCC(CC1)NS(=O)(=O)C)F